8-(3-fluorophenyl)-3-(1-hydroxypropan-2-yl)-6-(4-(trifluoromethoxy)phenyl)pyrido[3,4-d]pyrimidin-4(3H)-one FC=1C=C(C=CC1)C1=NC(=CC2=C1N=CN(C2=O)C(CO)C)C2=CC=C(C=C2)OC(F)(F)F